tert-butyl (4S)-4-((1-(tert-butoxycarbonyl)-5,5-dimethyl-2-oxopyrrolidin-3-yl)methyl)-2,2-dimethyloxazolidine-3-carboxylate C(C)(C)(C)OC(=O)N1C(C(CC1(C)C)C[C@@H]1N(C(OC1)(C)C)C(=O)OC(C)(C)C)=O